C(=O)(O)COC1=C(C(=O)O)C(=CC(=C1)OC)CCC1=CC=CC=C1 2-(carboxymethoxy)-4-methoxy-6-phenethylbenzoic acid